(S)-6-amino-3-((3-(2-(4-chlorophenyl)-2-hydroxyethyl)-1,2,4-oxadiazol-5-yl)methyl)-1-methylpyrimidine-2,4(1H,3H)-dione NC1=CC(N(C(N1C)=O)CC1=NC(=NO1)C[C@H](O)C1=CC=C(C=C1)Cl)=O